2-methyl-4-(1-methylpyrazol-4-yl)-6,7-dihydro-5H-pyrrolo[3,4-b]pyridine tri-hydrochloride Cl.Cl.Cl.CC1=CC(=C2C(=N1)CNC2)C=2C=NN(C2)C